(4-methylpiperazin-1-yl)-2-(oxetan-3-yloxy)aniline CN1CCN(CC1)NC1=C(C=CC=C1)OC1COC1